5-(4-Acrylamidophenyl)-4-(3-fluoro-4-((4-methylpyrimidin-2-yl)oxy)phenyl)-1-methyl-1H-pyrazole-3-carboxamide C(C=C)(=O)NC1=CC=C(C=C1)C1=C(C(=NN1C)C(=O)N)C1=CC(=C(C=C1)OC1=NC=CC(=N1)C)F